O=CCCN1N=CC=C1C(=O)OCC Ethyl 1-(3-oxopropyl)-1H-pyrazole-5-carboxylate